FC=1C(=NC=C(C1)OCCF)N(CC1=CC=C(C=C1)OC)CC1=CC=C(C=C1)OC 3-fluoro-5-(2-fluoroethoxy)-N,N-bis[(4-methoxyphenyl)methyl]Pyridin-2-amine